8-cyclopentyl-6-(methylamino)-2-((1-(methylsulfonyl)piperidin-4-yl)amino)pterin C1(CCCC1)N1C=C(N=C2C(NC(N=C12)(N)NC1CCN(CC1)S(=O)(=O)C)=O)NC